(3R,4S)-3-cyclopropyl-4-methyl-2-oxo-1-(6-pyrazolo[1,5-a]pyridin-2-ylpyrrolo[1,2-b]pyridazin-4-yl)pyrrolidine-3-carbonitrile C1(CC1)[C@]1(C(N(C[C@H]1C)C=1C=2N(N=CC1)C=C(C2)C2=NN1C(C=CC=C1)=C2)=O)C#N